FC1(CC1)C1=NNC(=N1)C1CC2(CN(C2)C(=O)N2CC3(C2)CN(C3)CC=3SC=C(N3)C(F)(F)F)C1 [6-[3-(1-fluorocyclopropyl)-1H-1,2,4-triazol-5-yl]-2-azaspiro[3.3]heptan-2-yl]-[6-[[4-(trifluoromethyl)thiazol-2-yl]methyl]-2,6-diazaspiro[3.3]heptan-2-yl]methanone